Dioleoylethyl-hydroxyethyl-ammonium methyl-sulfate COS(=O)(=O)[O-].C(CCCCCCC\C=C/CCCCCCCC)(=O)[N+](CCO)(CC)C(CCCCCCC\C=C/CCCCCCCC)=O